OCCN(S(=O)(=O)C1=C(C=CC=C1)[N+](=O)[O-])C N-(2-Hydroxyethyl)-N-methyl-2-nitrobenzenesulfonamide